ClC1=NC(=CC(=N1)C(=O)OC)NC1CCN(CC1)C1=NC=NC=C1 methyl 2-chloro-6-((1-(pyrimidin-4-yl)piperidin-4-yl)amino)pyrimidine-4-carboxylate